8-[1-[(2-bromo-6-fluoro-3-pyridyl)amino]ethyl]-2-(4,4-dimethyl-1-piperidyl)-3,6-dimethyl-chromen-4-one BrC1=NC(=CC=C1NC(C)C=1C=C(C=C2C(C(=C(OC12)N1CCC(CC1)(C)C)C)=O)C)F